CN1C([C@@H]([C@H](C1)C=1C=NC(=CC1)C(F)(F)F)C(=O)O)=O (3R,4S)-1-methyl-2-oxo-4-[6-(trifluoromethyl)-3-pyridinyl]-3-pyrrolidinecarboxylic acid